C(CCCCCCCCCCCCCCCCC)(=O)[O-].[Al+] aluminium monostearate